N1=CC=C(C=C1)C=1C=C(C=CC1)C1=C(C=NC=C1N1C2=CC=C(C=C2C=2C=C(C=CC12)N(C1=CC=CC=C1)C1=CC=CC=C1)N(C1=CC=CC=C1)C1=CC=CC=C1)N1C2=CC=C(C=C2C=2C=C(C=CC12)N(C1=CC=CC=C1)C1=CC=CC=C1)N(C1=CC=CC=C1)C1=CC=CC=C1 9,9'-(4-(3-(pyridin-4-yl)phenyl)pyridine-3,5-diyl)bis(N3,N3,N6,N6-tetraphenyl-9H-carbazole-3,6-diamine)